zirconium orthosilicate [Si]([O-])([O-])([O-])[O-].[Zr+4]